(R)-4-methyl-3-(1-propionyl-5-(p-tolyl)-4,5-dihydro-1H-pyrazol-3-yl)quinolin-2(1H)-one CC1=C(C(NC2=CC=CC=C12)=O)C1=NN([C@H](C1)C1=CC=C(C=C1)C)C(CC)=O